7-(4-chlorobenzyl)-8-(4,4-dimethylcyclohex-1-en-1-yl)-1-(3-hydroxypropyl)-3-methyl-3,7-dihydro-1H-purine-2,6-dione ClC1=CC=C(CN2C(=NC=3N(C(N(C(C23)=O)CCCO)=O)C)C2=CCC(CC2)(C)C)C=C1